(R)-N-(6-(3-(2-hydroxypropan-2-yl)pyrrolidin-1-yl)-2-methylpyrimidin-4-yl)-6-(1-((1-(trifluoromethyl)cyclopropyl)methyl)-1H-pyrazol-4-yl)picolinamide OC(C)(C)[C@H]1CN(CC1)C1=CC(=NC(=N1)C)NC(C1=NC(=CC=C1)C=1C=NN(C1)CC1(CC1)C(F)(F)F)=O